ClC1=CC=C(C=C1)C=1CC2(CC2)CCC1CN1CCN(CC1)C1=CC(=C(C(=O)N)C=C1)OC=1C=C2C(=NC1)NC=C2 4-(4-{[5-(4-chlorophenyl)spiro[2.5]oct-5-en-6-yl]methyl}piperazin-1-yl)-2-(1H-pyrrolo[2,3-b]pyridin-5-yloxy)benzamide